NC=1C2=C(N=CN1)N(C=C2C2=C(C=C(C=C2)NC(=O)C=2C(N(N=C(C2)C(C)C)C2=CC=C(C=C2)Cl)=O)F)CC(F)F N-(4-(4-Amino-7-(2,2-difluoroethyl)-7H-pyrrolo[2,3-d]pyrimidin-5-yl)-3-fluorophenyl)-2-(4-chlorophenyl)-6-isopropyl-3-oxo-2,3-dihydropyridazine-4-carboxamide